C([C@H](O)C)(=O)[O-] |r| (R/S)-lactate